(1-(4-methoxybenzyl)-1H-indazol-3-yl)(4-(pyrimidin-2-yl)piperazin-1-yl)methanone 3-(methylsulfonamido)piperidine-1-carboxylate CS(=O)(=O)NC1CN(CCC1)C(=O)O.COC1=CC=C(CN2N=C(C3=CC=CC=C23)C(=O)N2CCN(CC2)C2=NC=CC=N2)C=C1